4-CYCLOPROPYL-3-(4-METHOXYPHENYL)-N-(2-(TRIFLUOROMETHYL)PYRIDIN-4-YL)ISOTHIAZOLE-5-CARBOXAMIDE C1(CC1)C=1C(=NSC1C(=O)NC1=CC(=NC=C1)C(F)(F)F)C1=CC=C(C=C1)OC